2-(4-{9-hydroxy-8-oxo-4-thia-2,12-diazatricyclo[7.3.0.03,7]dodeca-1,3(7),5-trien-12-yl}phenyl)-N,N-dimethyl-acetamide OC12C(C=3C=CSC3N=C2N(CC1)C1=CC=C(C=C1)CC(=O)N(C)C)=O